O=C1C2=C(C3=C(N1CC1=CC=C(C=C1)C(F)(F)F)NN=C3)CN(C2)CC=2C=C(C#N)C=CC2 3-((5-Oxo-4-(4-(trifluoromethyl)benzyl)-4,5,6,8-tetrahydropyrazolo[3,4-b]pyrrolo[3,4-d]pyridin-7(3H)yl)methyl)benzonitrile